COC1=C(C(=O)O)C=C(C(=C1)C(=O)O)OC 2,5-dimethoxyterephthalic acid